1-(4-(2-cyano-7-((5-methoxy-7-methyl-1H-indol-4-yl)methyl)-7-azaspiro[3.5]nonan-6-yl)benzamido)cyclopropane-1-carboxylic acid C(#N)C1CC2(C1)CC(N(CC2)CC2=C1C=CNC1=C(C=C2OC)C)C2=CC=C(C(=O)NC1(CC1)C(=O)O)C=C2